CC1(CC2(C3=CC4=NC5=CC=C(C=C5N=C4C=C31)N)CC(C=3C2=CC2=NC1=CC=C(C=C1N=C2C3)N)(C)C)C 3,3,3',3'-tetramethyl-2,2',3,3'-tetrahydro-1,1'-spirobi[cyclopenta[b]phenazine]-7,7'-diamine